FC1=C(C=C(C(=C1)C(F)(F)F)F)NS(=O)(=O)C1=CNC(=C1)C1=C(OC=C1)C N-[2,5-difluoro-4-(trifluoromethyl)phenyl]-5-(2-methylfuran-3-yl)-1H-pyrrole-3-sulfonamide